BrC=1C=CC(=NC1)N1CCN(CC1)CC(=O)OC(C)(C)C tert-butyl 2-[4-(5-bromo-2-pyridyl)piperazin-1-yl]acetate